Cl.N[C@](C(=O)N1CCN(CC1)C(=O)NC1=NC(N(C=C1)C1=CC=C(C=C1)CN1CC(C1)CCN)=O)(CO)C (S)-4-(2-Amino-3-hydroxy-2-methylpropanoyl)-N-(1-(4-((3-(2-aminoethyl)azetidin-1-yl)methyl)phenyl)-2-oxo-1,2-dihydropyrimidin-4-yl)piperazine-1-carboxamide hydrochloride salt